((2R,3R,4R,5R)-3-(bis(4-methoxyphenyl)(phenyl)methoxy)-4-fluoro-5-(2-isobutyramido-6-oxo-1,6-dihydro-9H-purin-9-yl)tetrahydrofuran-2-yl)methyl (2-cyanoethyl) diisopropylphosphoramidite C(C)(C)N(P(OC[C@H]1O[C@H]([C@@H]([C@@H]1OC(C1=CC=CC=C1)(C1=CC=C(C=C1)OC)C1=CC=C(C=C1)OC)F)N1C=2N=C(NC(C2N=C1)=O)NC(C(C)C)=O)OCCC#N)C(C)C